C(#N)[C@H](CC1=CC=C(C=C1)C1=CC(=CC=C1)OS(=O)(=O)C)NC(=O)[C@H]1OCCCN(C1)C(=O)O (2S)-2-{[(1S)-1-cyano-2-{3'-[(methylsulfonyl)oxy]Biphenyl-4-yl}ethyl]Carbamoyl}-1,4-oxaazepane-4-carboxylic acid